COC=1C=C(C=CC1)N1N=CC(=C1)C=1SC=C(N1)C(=O)N1[C@H](CCC1)CN 1-[(2R)-1-{2-[1-(3-methoxyphenyl)-1H-pyrazol-4-yl]-1,3-thiazole-4-carbonyl}pyrrolidin-2-yl]methanamine